N(=[N+]=[N-])CCCO 3-azido-1-propanol